7-(2-(3-bromoprop-1-yn-1-yl)-5-chlorophenyl)-5-methyl-N-(methylsulfonyl)thieno[3,2-b]pyridine-3-carboxamide BrCC#CC1=C(C=C(C=C1)Cl)C1=C2C(=NC(=C1)C)C(=CS2)C(=O)NS(=O)(=O)C